4,7-dimethylbenzofuran-2-carbohydrazide CC1=CC=C(C2=C1C=C(O2)C(=O)NN)C